3-[[5-[4-Fluoro-3-(trifluoromethyl)phenyl]-2-methyl-3-pyridyl]methyl]-1,3-oxazinan-2-one FC1=C(C=C(C=C1)C=1C=C(C(=NC1)C)CN1C(OCCC1)=O)C(F)(F)F